(1R,2S,4S,5S,6S)-2,4-dimethyl-N-(2-methyl-1-(2-(trifluoromethyl)phenoxy)propan-2-yl)-3-azabicyclo[3.1.0]hexane-6-carboxamide C[C@H]1[C@H]2C([C@H]2[C@@H](N1)C)C(=O)NC(COC1=C(C=CC=C1)C(F)(F)F)(C)C